4-(3,3-difluoro-1-((3-fluorophenyl)sulfonyl)cyclobutyl)-N-(pyridazin-4-yl)piperidine-1-carboxamide FC1(CC(C1)(S(=O)(=O)C1=CC(=CC=C1)F)C1CCN(CC1)C(=O)NC1=CN=NC=C1)F